8-(pyrrolidin-1-ylmethyl)-7,8,9,10-tetrahydro-5H-cyclohepta[b]naphthalene-5,11(6H)-dione N1(CCCC1)CC1CCC2=C(C(C=3C=CC=CC3C2=O)=O)CC1